N(=NC(C(=O)NCC)(C)C)C(C(=O)NCC)(C)C 2,2'-azobis(N-ethyl-2-methylpropionamide)